Tert-butyl 4-({[4-(benzenesulfonyl)-6-chloropyridazin-3-yl]amino}methyl)-4-fluoropiperidine-1-carboxylate C1(=CC=CC=C1)S(=O)(=O)C1=C(N=NC(=C1)Cl)NCC1(CCN(CC1)C(=O)OC(C)(C)C)F